tert-butyl (R)-3-(2-fluoro-4-(pyrimidin-2-ylamino)benzamido)pyrrolidine-1-carboxylate FC1=C(C(=O)N[C@H]2CN(CC2)C(=O)OC(C)(C)C)C=CC(=C1)NC1=NC=CC=N1